2-(4-((5-chloro-2-(3-methyl-3-(methylamino)azetidin-1-yl)pyridin-4-yl)oxy)-3-fluorophenyl)-4-(2,6-difluorobenzyl)-2,4-dihydro-3H-1,2,4-triazol-3-one ClC=1C(=CC(=NC1)N1CC(C1)(NC)C)OC1=C(C=C(C=C1)N1N=CN(C1=O)CC1=C(C=CC=C1F)F)F